methyl 3-amino-2-methoxybenzoate NC=1C(=C(C(=O)OC)C=CC1)OC